1-methallyl-2-(2-hydroxy-5-methyl-phenyl)benzotriazole C(C(C)=C)N1N(NC2=C1C=CC=C2)C2=C(C=CC(=C2)C)O